6-(7-methoxyquinoline-4-oxy)-1-naphthylamide COC1=CC=C2C(=CC=NC2=C1)OC=1C=C2C=CC=C(C2=CC1)[NH-]